NC(CCNC1=NOC2=C1C=C(C=C2)CN2C[C@@H](N(CC2)C(=O)OC(C)(C)C)C)=O tert-butyl (S)-4-((3-((3-amino-3-oxopropyl) amino) benzo[d]isoxazol-5-yl) methyl)-2-methylpiperazine-1-carboxylate